C(C1=CC=CC=C1)N1CC(CC1)(C#N)CCCCO[Si](C)(C)C(C)(C)C 1-benzyl-3-(4-((tert-butyldimethylsilyl)oxy)butyl)pyrrolidine-3-carbonitrile